1-{4-[2-(5-fluoro-2-{3-[(methylamino)methyl]imidazo[1,2-a]pyridin-6-yl}phenoxy)ethyl]-1,5-dimethyl-1H-pyrazol-3-yl}ethan-1-ol FC=1C=CC(=C(OCCC=2C(=NN(C2C)C)C(C)O)C1)C=1C=CC=2N(C1)C(=CN2)CNC